(S)-9-(4-((1-(3-fluoropropyl)pyrrolidin-3-yl)oxy)phenyl)-8-(4-(trifluoromethoxy)phenyl)-6,7-dihydro-5H-benzo[7]annulen-3-ol FCCCN1C[C@H](CC1)OC1=CC=C(C=C1)C1=C(CCCC2=C1C=CC(=C2)O)C2=CC=C(C=C2)OC(F)(F)F